C(C)(C)(C)OC(=O)NC1=CC=C(C=C1)[C@H]1NCCC[C@H]1C(=O)OCC ethyl (2S,3R)-2-(4-((tert-butoxycarbonyl)amino)phenyl)-piperidine-3-carboxylate